FC=1C=C(C=C(C1)F)[C@@H]1CC=NN1C(=O)N1CC(C1)OC1=CC(=NC=C1F)N1N=C(C(=C1C)S(=O)(=O)NOC)C (S)-1-(4-((1-(5-(3,5-difluorophenyl)-4,5-dihydro-1H-pyrazole-1-carbonyl)azetidin-3-yl)oxy)-5-fluoropyridin-2-yl)-N-methoxy-3,5-dimethyl-1H-pyrazole-4-sulfonamide